N[C@H]1CN(CCC1)C=1C(=CC(=NC1)C=1C=CC=C2C=CN=CC12)CC1=CN=C2N1C=CN=C2N (R)-3-((5-(3-aminopiperidin-1-yl)-2-(isoquinolin-8-yl)pyridin-4-yl)methyl)imidazo[1,2-a]pyrazin-8-amine